ClC1=NC(=CC=C1)C1(CC1)C(F)(F)F 2-chloro-6-(1-(trifluoromethyl)cyclopropyl)pyridine